3-[8-[6-(1,2,4-TRIAZOL-1-YL)PYRIDIN-3-YL]OXYOCTYL]OXETANE-3-CARBOXYLIC ACID N1(N=CN=C1)C1=CC=C(C=N1)OCCCCCCCCC1(COC1)C(=O)O